N-ethyl-N'-(3-(3-fluorobenzyl)-2,5-dimethylphenyl)-N-methyl-formamidine C(C)N(C=NC1=C(C(=CC(=C1)C)CC1=CC(=CC=C1)F)C)C